COCCOC dl-1,2-Dimethoxyethane